ClC1=C(C=C2C=C(N=CC2=C1)NC(=O)[C@H]1COCCC1)C1CCN(CC1)[C@]1(COC[C@H]1O)C (R)-N-(7-chloro-6-(1-((3S,4S)-4-hydroxy-3-methyltetrahydrofuran-3-yl)piperidin-4-yl)isoquinolin-3-yl)tetrahydro-2H-pyran-3-carboxamide